N1C[C@H](OCC1)COC1=C(C(=CC=C1)OC(F)(F)F)C1=CC(=NN1)NC=1N=CC(=NC1)C#N (S)-5-((5-(2-(morpholin-2-ylmethoxy)-6-(trifluoromethoxy)phenyl)-1H-pyrazol-3-yl)amino)pyrazine-2-carbonitrile